7-methyl-3-trityl-benzotriazol CC1=CC=CC2=C1N=NN2C(C2=CC=CC=C2)(C2=CC=CC=C2)C2=CC=CC=C2